(2R,5S)-2-(N-Boc-amino)-5-hydroxy-hexanoic acid ethyl ester C(C)OC([C@@H](CC[C@H](C)O)NC(=O)OC(C)(C)C)=O